C(CCCCCCC)N(C(CCCCBr)=O)CCCCCCCC N,N-dioctyl-5-bromovaleramide